7-(5-(5-((1R,5S)-8-oxa-3-azabicyclo[3.2.1]octan-3-yl)-1,3,4-thiadiazol-2-yl)-4-((3-methyloxetan-3-yl)amino)pyridin-2-yl)pyrrolo[1,2-b]pyridazine-3-carbonitrile [C@H]12CN(C[C@H](CC1)O2)C2=NN=C(S2)C=2C(=CC(=NC2)C2=CC=C1N2N=CC(=C1)C#N)NC1(COC1)C